(S)-1-(5-((4-chloro-2-methylphenyl)thio)pyrazin-2-yl)-4'H,6'H-spiro[piperidine-4,5'-pyrrolo[1,2-b]pyrazol]-4'-amine ClC1=CC(=C(C=C1)SC=1N=CC(=NC1)N1CCC2([C@@H](C=3N(N=CC3)C2)N)CC1)C